tert-butyl (S)-(5-methyl-4-oxo-7-(piperidine-1-carbonyl)-2,3,4,5-tetrahydrobenzo[b][1,4]oxazepin-3-yl)carbamate CN1C2=C(OC[C@@H](C1=O)NC(OC(C)(C)C)=O)C=CC(=C2)C(=O)N2CCCCC2